N-(4-([1,2,4]triazolo[1,5-a]pyridin-7-yloxy)-3-chloro-2-fluorophenyl)-7-methoxy-6-(methylsulfinyl)pyrido[3,2-d]pyrimidin-4-amine N=1C=NN2C1C=C(C=C2)OC2=C(C(=C(C=C2)NC=2C1=C(N=CN2)C=C(C(=N1)S(=O)C)OC)F)Cl